1-(β,γ-epoxypropoxy)-2-ethoxyethane C(C1CO1)OCCOCC